COC=1C=C2C(=NC1)C(N(C2)C=2C=CC1=C(N=C(O1)C=1C=NC=CC1)C2)=O 3-methoxy-6-[2-(pyridin-3-yl)-1,3-benzoxazol-5-yl]-5h,6h,7h-pyrrolo[3,4-b]pyridin-7-one